(8R)-5-acetyl-5-azaspiro[3.5]nonan C(C)(=O)N1C2(CCC2)CCCC1